3-[1-(3-carbamoyl-propyl)indol-3-yl]-4-(1-methylindol-3-yl)-1H-pyrrole-2,5-dione C(N)(=O)CCCN1C=C(C2=CC=CC=C12)C=1C(NC(C1C1=CN(C2=CC=CC=C12)C)=O)=O